FC=1C=NCN(C1)C1=NC=C(C=C1)CN1CC2(C1)CN(C2)C 5-fluoro-N-(5-((6-methyl-2,6-diazaspiro[3.3]heptan-2-yl)methyl)pyridin-2-yl)pyrimidin